5-Cyano-2-methyl-N-(1-(1-methyl-1H-pyrazol-4-yl)-1H-indazol-6-yl)benzamide C(#N)C=1C=CC(=C(C(=O)NC2=CC=C3C=NN(C3=C2)C=2C=NN(C2)C)C1)C